(4-benzylpiperazin-1-yl)-(4-methoxy-phenyl)methanone C(C1=CC=CC=C1)N1CCN(CC1)C(=O)C1=CC=C(C=C1)OC